ClC1=CC(=CC=2C=C(OC21)CNC(OC(C)(C)C)=O)C2=CC=C(C=C2)C(=O)N2CC(C2)(F)F tert-butyl (7-chloro-5-(4-(3,3-difluoroazetidine-1-carbonyl) phenyl) benzofuran-2-yl)methylcarbamate